FC1=CC=C(C=C1)C1(CC1)N1CCN(CC1)S(=O)(=O)C1=CC=C(C)C=C1 1-(1-(4-fluorophenyl)cyclopropyl)-4-tosylpiperazine